(2R,3S)-2-(4-((tert-butoxycarbonyl)amino)phenyl)-1-(2-fluoro-6-methylbenzoyl)piperidine-3-carboxylate C(C)(C)(C)OC(=O)NC1=CC=C(C=C1)[C@@H]1N(CCC[C@@H]1C(=O)[O-])C(C1=C(C=CC=C1C)F)=O